7-((S)-1-{4-[(S)-1-(4-acryloyl-piperazin-1-yl)-propyl]-phenyl}-ethylamino)-1-ethyl-1H-[1,6]naphthyridin-2-one C(C=C)(=O)N1CCN(CC1)[C@@H](CC)C1=CC=C(C=C1)[C@H](C)NC1=NC=C2C=CC(N(C2=C1)CC)=O